N-[(3R)-1-methylpiperidin-3-yl]-7-[3-(prop-2-enamido)phenyl]quinazoline-2-carboxamide CN1C[C@@H](CCC1)NC(=O)C1=NC2=CC(=CC=C2C=N1)C1=CC(=CC=C1)NC(C=C)=O